C(C#C)(=O)OC(C)=O acetic propynic anhydride